C(C)(C)[C@@H]1[C@@H](N1C(C1=CC=CC=C1)(C1=CC=CC=C1)C1=CC=CC=C1)C(=O)OCC1=CC=CC=C1 benzyl (2R,3R)-3-isopropyl-1-tritylaziridine-2-carboxylate